3-(4-[2,6-difluoro-4-({[(3-fluorooxetan-3-yl)methyl]carbamoyl}amino)phenoxy]-1-{[2-(trimethylsilyl)ethoxy]methyl}-1H-pyrrolo[2,3-b]pyridin-3-yl)-5-fluorobenzamide FC1=C(OC2=C3C(=NC=C2)N(C=C3C=3C=C(C(=O)N)C=C(C3)F)COCC[Si](C)(C)C)C(=CC(=C1)NC(NCC1(COC1)F)=O)F